C(C)(C)(C)P(C1=C(C=CC=C1)C1=CC=CC=C1)C(C)(C)C 2-(Di-tert.-butylphosphino)-biphenyl